1-(3,5-difluorophenyl)-5,5-difluoro-4,5,6,7-tetrahydro-1H-indol-4-ol FC=1C=C(C=C(C1)F)N1C=CC=2C(C(CCC12)(F)F)O